5-chloro-3-cyclohexylsulfinyl-N'-hydroxy-pyridine-2-carboxamidine ClC=1C=C(C(=NC1)C(=NO)N)S(=O)C1CCCCC1